COC=1C=C(CCC2=CC(=NN2)NC(C2=CC=C(C=C2)N2C[C@H](N([C@H](C2)C)CC2=CC(=C(C=C2)C2C(NC(CC2)=O)=O)F)C)=O)C=C(C1)OC N-(5-(3,5-dimethoxyphenethyl)-1H-pyrazol-3-yl)-4-((3R,5S)-4-(4-(2,6-dioxopiperidin-3-yl)-3-fluorobenzyl)-3,5-dimethylpiperazin-1-yl)benzamide